C(#N)C1=CC(=C(C=C1)CCCC(=O)O)NC(=O)[C@H]1[C@]2(C1)CCOC1=CC=C(C=C12)C(NC(C)C)=O 4-[4-cyano-2-({[(2'R,4S)-6-(isopropylcarbamoyl)-2,3-dihydrospiro[chromene-4,1'-cyclopropan]-2'-yl]carbonyl}amino)phenyl]butanoic acid